FC1=CC(=CC(=C1)SC)I 1-fluoro-3-iodo-5-(methylthio)benzene